NC1=NCN(C=C1F)[C@@H]1O[C@]([C@H]([C@@H]1F)O[Si](C)(C)C(C)(C)C)(CCCl)CO[Si](C)(C)C(C)(C)C 4-amino-1-[(2R,3S,4R,5R)-4-[(tert-butyldimethylsilyl)oxy]-5-{[(tert-butyldimethylsilyl)oxy]methyl}-5-(2-chloroethyl)-3-fluorooxolan-2-yl]-5-fluoropyrimidin